NC1=CC=C(C(=C1C(=O)N(C)C)F)C=1C(=C2C(=NC1)NC[C@@]21C[C@@H](CC1)CN)Cl 6-Amino-3-((1S,3R)-3-(aminomethyl)-4'-chloro-1',2'-dihydrospiro[cyclopentane-1,3'-pyrrolo[2,3-b]pyridin]-5'-yl)-2-fluoro-N,N-dimethylbenzamide